CC1=C(C=NC=2OCCNC21)N2CC=1C=C(N=CC1CC2)NC2=CC=C(C=C2)[C@H]2S(CCC2)(=O)=O (S)-2-(4-((6-(8-methyl-2,3-dihydro-1H-pyrido[2,3-b][1,4]oxazin-7-yl)-5,6,7,8-tetrahydro-2,6-naphthyridin-3-yl)amino)phenyl)tetrahydrothiophene 1,1-dioxide